(3R,4R)-4-(aminomethyl)-1-methylpiperidin-3-ol NC[C@@H]1[C@H](CN(CC1)C)O